ClC1=NC(=NC(=N1)Cl)NC1=CC(=NC=C1)C1(CC1)C#N 1-(4-(4,6-dichloro-1,3,5-triazin-2-ylamino)pyridin-2-yl)cyclopropanecarbonitrile